C(C)OC(=O)C=1N=C2N(C=CC(=C2)Br)C1.S(N)(=O)(=O)C1=CC=C(C=C1)NC(=O)NC(C(C)(C)C)=O N-(4-sulfamoyl-phenylcarbamoyl)trimethylacetamide ethyl-7-bromoimidazo[1,2-a]pyridine-2-carboxylate